3,4,8-trimethyl-2-(2'-amino-3'-methylphenyl)-9H-carbazole CC=1C(=CC=2NC3=C(C=CC=C3C2C1C)C)C1=C(C(=CC=C1)C)N